OC1=CC=C(C=C1)C1(OC(=O)C2=CC=CC=C12)C1=CC=C(C=C1)O 3,3-bis(4-hydroxyphenyl)phthalide